2-(5-{3-Amino-5-[4-(trifluoromethoxy)benzene-1-sulfonyl]pyridin-2-yl}-1,2,4-oxadiazol-3-yl)ethan-1-ol NC=1C(=NC=C(C1)S(=O)(=O)C1=CC=C(C=C1)OC(F)(F)F)C1=NC(=NO1)CCO